(S)-3-(2-hydroxy-5-methylphenyl)-5-(tetrahydro-2H-pyran-4-yl)-4-(4-(trifluoromethyl)phenyl)-4,5-dihydropyrrolo[3,4-c]pyrazol-6(2H)-one OC1=C(C=C(C=C1)C)C1=C2C(=NN1)C(N([C@H]2C2=CC=C(C=C2)C(F)(F)F)C2CCOCC2)=O